3-(4-chloro-2-cyclohexyloxazol-5-yl)-indole ClC=1N=C(OC1C1=CNC2=CC=CC=C12)C1CCCCC1